CN1CC(C1)NC(=O)C1=NN2C(N=C(C=C2C2=CC=CC=C2)C2=C(C=CC=C2)C(F)(F)F)=C1 N-(1-methylazetidin-3-yl)-7-phenyl-5-(2-(trifluoromethyl)phenyl)pyrazolo[1,5-a]pyrimidine-2-carboxamide